NC1=NC2=C(C=3N1N=C(N3)C=3OC=CC3)C=NN2C(C(=O)NCC2(COC2)O)(C)C2=C(C=CC=C2)F 2-(5-amino-2-(furan-2-yl)-7H-pyrazolo[4,3-e][1,2,4]triazolo[1,5-c]pyrimidin-7-yl)-2-(2-fluorophenyl)-N-((3-hydroxyoxetan-3-yl)methyl)propanamide